FC1(C(NC2=C(C=CC=C12)F)C1=CC=C(C=C1)F)C(CC(=O)O)C 3-[3,7-difluoro-2-(4-fluorophenyl)-1H-indol-3-yl]butanoic acid